ClC1=CC(=C(C=C1)C=1SC=C(N1)CC(=O)NC(C(=O)OCC)(C)C)C1=CC(=CC=C1)C#N 1-Ethyl 2-[[2-[2-[4-chloro-2-(3-cyanophenyl)phenyl]thiazol-4-yl]acetyl]amino]-2-methyl-propanoate